FC1CC(N(C1)C(=O)C1CN2C(CCC2CC1)=O)C(=O)NC(C1=CC=C(C=C1)C(C)C)C1=CC=CC=C1 4-fluoro-1-(3-oxo-octahydroindolizine-6-carbonyl)-N-{phenyl-[4-(prop-2-yl)phenyl]methyl}pyrrolidine-2-carboxamide